N-(3-chloro-1-(pyridin-3-yl)-1H-pyridin-4-yl)-2-methyl-2-(methylthio)propionamide ClC=1CN(C=CC1NC(C(C)(SC)C)=O)C=1C=NC=CC1